cholest-5-ene-3,4-diol-d7 C(C(C([2H])([2H])[2H])(CCC[C@@H](C)[C@H]1CC[C@H]2[C@@H]3CC=C4C(C(CC[C@]4(C)[C@H]3CC[C@]12C)O)O)[2H])([2H])([2H])[2H]